3-chloro-N-(2,4-dimethoxybenzyl)-4-(3-((dimethylamino)methyl)-3-(methoxy-d3)pyrrolidin-1-yl)-2,6-difluoro-N-(6-fluoropyridin-2-yl)benzenesulfonamide ClC=1C(=C(C(=CC1N1CC(CC1)(OC([2H])([2H])[2H])CN(C)C)F)S(=O)(=O)N(C1=NC(=CC=C1)F)CC1=C(C=C(C=C1)OC)OC)F